(2-Cyclopropyl-4-methylpyridin-3-yl)methanol C1(CC1)C1=NC=CC(=C1CO)C